COC([C@H](CC(C)C)N1N=C(C(=CC1=O)C1CC1)CCN1CC(C1)F)=O (S)-2-(4-cyclopropyl-3-(2-(3-fluoroazetidin-1-yl)ethyl)-6-oxopyridazine-1(6H)-yl)-4-methylpentanoic acid methyl ester